Cl.Cl.NC(C(=O)N(C)CCN(C)C)(C)C 2-amino-N-(2-dimethylaminoethyl)-N,2-dimethyl-propionamide dihydrochloride